O=C1NC(CCC1N1C(C2=CC=CC(=C2C1=O)N1CCN(CC1)C(=O)OC1=CC=C(C=C1)[N+](=O)[O-])=O)=O 4-nitrophenyl 4-[2-(2,6-dioxopiperidin-3-yl)-1,3-dioxo-2,3-dihydro-1H-isoindol-4-yl]piperazine-1-carboxylate